(2R,3R,4S,5S,6R)-2-dodecoxy-6-(hydroxymethyl)tetrahydropyran-3,4,5-triol C(CCCCCCCCCCC)O[C@@H]1O[C@@H]([C@H]([C@@H]([C@H]1O)O)O)CO